N-(5-(3,5-difluorobenzyl)-1H-indazol-3-yl)-2-methyl-7-((tetrahydro-2H-pyran-4-yl)amino)-1,2,3,4-tetrahydroisoquinoline-6-carboxamide FC=1C=C(CC=2C=C3C(=NNC3=CC2)NC(=O)C=2C=C3CCN(CC3=CC2NC2CCOCC2)C)C=C(C1)F